[Na].C(C=C)(=O)NC(C)(C)CCCCCCCCCCCCCCCCCC 2-acrylamido-2-octadecyl-propane sodium